5-(8-Methoxy-[1,2,4]triazolo[1,5-a]pyridin-6-yl)-6-methyl-1-((1S,4S)-4-(oxetan-3-ylamino)cyclohexyl)-1,3-dihydro-2H-benzo[d]imidazol-2-on COC=1C=2N(C=C(C1)C1=CC3=C(N(C(N3)=O)C3CCC(CC3)NC3COC3)C=C1C)N=CN2